COC1=CC=C(C=C1)[S+]1C=2C=CC=CC2SC2=CC=CC=C12 5-(4-methoxyphenyl)thianthrenium